ClC1=C2N(C(C(=N1)N[C@@H](C1=CC=CC=C1)C1CCCC1)=O)[C@@H](CC2)C(=O)OCC2=CC=CC=C2 benzyl (S)-1-chloro-3-(((R)-cyclopentyl(phenyl)methyl)amino)-4-oxo-4,6,7,8-tetrahydropyrrolo[1,2-a]pyrazine-6-carboxylate